CC1=NC(=NO1)C1=CC(=CN1)C1=NC(=NC=C1C(F)(F)F)N[C@@H]1CNCCC1 4-[5-(5-methyl-1,2,4-oxadiazol-3-yl)-1H-pyrrol-3-yl]-N-[(3S)-piperidin-3-yl]-5-(trifluoromethyl)pyrimidin-2-amine